ClC1=C2C(=NC=N1)NN=C2C2CCN(CC2)C(=O)OC(C)(C)C tertButyl 4-(4-chloro-1H-pyrazolo[3,4-d]pyrimidin-3-yl)piperidine-1-carboxylate